CC=1C(=NC=C(C1)NC(C(=O)N1C(CCC(C1)C)C1CNC(C1)=O)=O)NC(OC(C)(C)C)=O tert-butyl N-[3-methyl-5-[[2-[5-methyl-2-(5-oxopyrrolidin-3-yl)-1-piperidyl]-2-oxo-acetyl]amino]-2-pyridyl]carbamate